4-(1,1-dioxo-1λ6-thiomorpholin-4-yl)-N-[(1R,3S)-3-{[6-methyl-2-(trifluoromethyl)quinolin-4-yl]amino}cyclohexyl]benzamide O=S1(CCN(CC1)C1=CC=C(C(=O)N[C@H]2C[C@H](CCC2)NC2=CC(=NC3=CC=C(C=C23)C)C(F)(F)F)C=C1)=O